SCC(C(CS)S)S 1,2,3,4-tetramercaptobutane